[Te-2].[Cd+2].[S+2].[Te-2] sulfur cadmium telluride